NCC1=NNC(C2=CC=C(C=C12)C=1C=NN(C1C=1C=CC(=C(C#N)C1)OCC)C)=O 5-(4-(4-(aminomethyl)-1-oxo-1,2-dihydrophthalazin-6-yl)-1-methyl-1H-pyrazol-5-yl)-2-ethoxybenzonitrile